CC=1N(N=C2C(=NN=C(C21)C)N2CCC(CC2)C(=O)N2CC(CC2)CN(C)C)C2=CC=C(C=C2)C (1-(3,4-dimethyl-2-(p-tolyl)-2H-pyrazolo[3,4-d]pyridazin-7-yl)piperidin-4-yl)(3-((dimethylamino)methyl)pyrrolidin-1-yl)methanone